C(C)(C)(C)OC(=O)N1C2CNCC1CC2.BrC2=CC=C(OC1=NC(=NC(=C1)C(F)(F)F)SCC(=O)NC(NC1=CC=C(C=C1)CC)=O)C=C2 2-((4-(4-bromophenoxy)-6-(trifluoromethyl)pyrimidin-2-yl)thio)-N-((4-ethylphenyl)carbamoyl)acetamide tert-butyl-3,8-diazabicyclo[3.2.1]octane-8-carboxylate